ClC=1C=C(C=C2C(=C(C=NC12)C#N)N[C@H](CC#N)C1=CC=CC=C1)N[C@@]([2H])(C=1C=NC(=CC1)F)C=1N=NN(C1)C1CC1 8-chloro-4-(((R)-2-cyano-1-phenylethyl)amino)-6-(((S)-(1-cyclopropyl-1H-1,2,3-triazol-4-yl)(6-fluoropyridin-3-yl)methyl-d)amino)quinoline-3-carbonitrile